7-bromo-4-chloro-6-methyl-pyrazolo[1,5-a]pyrazine-3-carboxylic acid ethyl ester C(C)OC(=O)C=1C=NN2C1C(=NC(=C2Br)C)Cl